5'-[(ethanesulfonyl)amino]-2'-(4-fluoro-2,6-dimethylphenoxy)-1-methyl-6-oxo[1,6-dihydro[3,3'-bipyridine]] C(C)S(=O)(=O)NC=1C=C(C(=NC1)OC1=C(C=C(C=C1C)F)C)C1=CN(C(C=C1)=O)C